2-(difluoromethyl)piperazine HCl Salt Cl.FC(C1NCCNC1)F